C(C(=O)[O-])(=O)[O-].[Ag+].[Ag+] silver oxalate salt